tert-Butyl (1-(3-chlorobenzyl)pyrrolidin-3-yl)carbamate ClC=1C=C(CN2CC(CC2)NC(OC(C)(C)C)=O)C=CC1